COC(CC(=O)CCC)=O methylethylacetoacetate